4-(6-(1-methyl-1H-pyrazol-4-ylamino)-1H-pyrrolo[3,2-c]pyridin-2-yl)picolinonitrile CN1N=CC(=C1)NC1=CC2=C(C=N1)C=C(N2)C2=CC(=NC=C2)C#N